ClC1=C(C=C(C=N1)C1=NC=2N(C=C1)N=C(C2)C(F)(F)F)S(=O)(=O)CC 5-(6-chloro-5-(ethylsulfonyl)pyridin-3-yl)-2-(trifluoromethyl)pyrazolo[1,5-a]pyrimidine